CN1N=NC2=C1C=C(C=C2)C2=CNC=1N=C(N=CC12)N[C@H](C(F)(F)F)C (S)-5-(1-methyl-1H-benzo[d][1,2,3]triazol-6-yl)-N-(1,1,1-trifluoropropan-2-yl)-7H-pyrrolo[2,3-d]pyrimidin-2-amine